3-[4-(2,2-diethoxyethyl)piperazin-1-yl]-1,2-benzisothiazole C(C)OC(CN1CCN(CC1)C1=NSC2=C1C=CC=C2)OCC